2-Acetamido-N-(5-chloropyridin-2-yl)benzamide C(C)(=O)NC1=C(C(=O)NC2=NC=C(C=C2)Cl)C=CC=C1